C12CN(CC2C1)CC1=CC=C2CN(C(C2=C1)=O)C1=NC(=CC(=C1)C1=C(C=C(C#N)C=C1)C1=NN=CN1C)C1CC1 4-[2-(6-{3-azabicyclo[3.1.0]hexane-3-ylmethyl}-1-oxo-3H-isoindol-2-yl)-6-cyclopropylpyridin-4-yl]-3-(4-methyl-1,2,4-triazol-3-yl)benzonitrile